C(#N)C=1C=CC(=C(C1)C1=CC(=NC=C1C(=O)NC=1SC2=C(N1)CN(C2)C(=O)C2CC(C2)OC)C)OC 4-(5-Cyano-2-methoxyphenyl)-N-(5-((1r,3r)-3-methoxycyclobutane-1-carbonyl)-5,6-dihydro-4H-pyrrolo[3,4-d]thiazol-2-yl)-6-methyl-nicotinamide